C(N)(=O)C1CN(C1)C(=O)C1=CC=C(C=C1)NC=1C(=NN(C1)C1=C(C=CC=C1Cl)Cl)C(=O)N 4-((4-(3-carbamoylazetidine-1-carbonyl)phenyl)amino)-1-(2,6-dichlorophenyl)-1H-pyrazole-3-carboxamide